dihydrothiazole di-oxide S1(CNC=C1)(=O)=O